MethylenebisUrea C(NC(=O)N)NC(=O)N